[1,1'-bis(diphenylphosphino)ferrocene] chloride [Cl-].C1(=CC=CC=C1)P([C-]1C=CC=C1)C1=CC=CC=C1.[C-]1(C=CC=C1)P(C1=CC=CC=C1)C1=CC=CC=C1.[Fe+2]